FC(C=1N=CC(=NC1)OC1CCC2(CN(C2)C(=O)N2C[C@H](CC2)C(=O)N)CC1)(F)F (3S)-1-[7-[5-(Trifluoromethyl)pyrazin-2-yl]oxy-2-azaspiro[3.5]nonane-2-carbonyl]pyrrolidine-3-carboxamide